OCC1=CNC(S1)=S 5-(hydroxymethyl)thiazole-2(3H)-thione